tert-butyl 4-({3-[1-(2,6-dioxopiperidin-3-yl)-3-methyl-2-oxo-1,3-benzodiazol-4-yl]prop-2-yn-1-yl}oxy)piperidine-1-carboxylate O=C1NC(CCC1N1C(N(C2=C1C=CC=C2C#CCOC2CCN(CC2)C(=O)OC(C)(C)C)C)=O)=O